1,2-dimethyl 4-[2-(6-[[5-chloro-2-(dimethylamino)pyrimidin-4-yl]amino]-3-[(methylcarbamoyl)methoxy]-2-oxoquinolin-1-yl)ethoxy]phthalate ClC=1C(=NC(=NC1)N(C)C)NC=1C=C2C=C(C(N(C2=CC1)CCOC=1C=C(C(C(=O)OC)=CC1)C(=O)OC)=O)OCC(NC)=O